bis(p-triethylsilylphenyl)methylene(2,7-di-tert-butylfluorenyl)(cyclopentadienyl)hafnium C(C)[Si](C1=CC=C(C=C1)C(=[Hf](C1C=CC=C1)C1=C(C=CC=2C3=CC=C(C=C3CC12)C(C)(C)C)C(C)(C)C)C1=CC=C(C=C1)[Si](CC)(CC)CC)(CC)CC